1-(tert-butyl) 2-methyl 3-(1-cyanocyclopropyl)-5-isopropyl-1H-pyrrole-1,2-dicarboxylate C(#N)C1(CC1)C1=C(N(C(=C1)C(C)C)C(=O)OC(C)(C)C)C(=O)OC